N-(6-(2-(((1r,4r)-4-aminocyclohexyl)amino)-8-ethylquinazolin-6-yl)-5-ethylpyridazine-3-yl)-2-chlorobenzenesulfonamide NC1CCC(CC1)NC1=NC2=C(C=C(C=C2C=N1)C1=C(C=C(N=N1)NS(=O)(=O)C1=C(C=CC=C1)Cl)CC)CC